C(CCC)NC(C1=CC(=CC=C1)NC(CCCCCNC1=C2N=CNC2=NC=N1)=O)=O N-butyl-3-{[6-(9H-purin-6-ylamino)hexanoyl]amino}benzamide